4-[2-[[2-(5-fluoropyridin-3-yl)-8,8-dimethyl-7H-purino[8,9-b][1,3]oxazol-4-yl]amino]ethyl]-2-(3-methoxyphenyl)phenol FC=1C=C(C=NC1)C=1N=C(C=2N=C3OCC(N3C2N1)(C)C)NCCC1=CC(=C(C=C1)O)C1=CC(=CC=C1)OC